1-(3-(4-Methoxyphenyl)-1,2,4-oxadiazol-5-yl)-N-(1-(4-methylthiazol-2-yl)cyclobutyl)piperidine-4-carboxamide COC1=CC=C(C=C1)C1=NOC(=N1)N1CCC(CC1)C(=O)NC1(CCC1)C=1SC=C(N1)C